4-[5-[(1R)-2-amino-1-hydroxyethyl]-4-methoxypyrimidin-2-yl]-3-(2-methyl-5-pyridin-2-ylpyrazol-3-yl)oxybenzonitrile NC[C@H](O)C=1C(=NC(=NC1)C1=C(C=C(C#N)C=C1)OC=1N(N=C(C1)C1=NC=CC=C1)C)OC